N1=CN=C2NC=NC2=C1C=1C(=NC=CC1)NC=1C=C(C=CC1C)NC(=O)C1=NN(C(=C1)S(=O)(=O)C)C1=CC=C(C=C1)F N-(3-((3-(9H-purin-6-yl)pyridin-2-yl)amino)-4-methylphenyl)-1-(4-fluorophenyl)-5-(methylsulfonyl)-1H-pyrazole-3-carboxamide